ClC1=C(C=C(C=C1)CC1=NNC(C2=CC=CC=C12)=O)C1=CC2=C(NC(=N2)NC(=O)NCC)C=C1 1-(5-(2-Chloro-5-((4-oxo-3,4-dihydrophthalazin-1-yl)methyl)phenyl)-1H-benzoimidazol-2-yl)-3-ethylurea